C(C)(C)(C)OC(=O)NCC(C(=O)[O-])(C)C (tert-butoxycarbonylamino)-2,2-dimethylpropionate